BrC=1C(=CC(=C(C(=O)N)C1)F)C(F)(F)F 5-bromo-2-fluoro-4-(trifluoromethyl)benzamide